OC(C1=C(C=2C(=CC=C3C(=CC(OC23)=O)C)O1)C=1C=NC=CC1)C1=NC=CC=C1 8-(hydroxy(2-pyridyl)methyl)-4-methyl-9-(pyridine-3-yl)-2H-furo[2,3-h]chromen-2-one